N-[6-(5-chloro-1,3-benzoxazol-2-yl)spiro[3.3]Heptane-2-yl]-5-[(S)-cyclopropylsulfonimidoyl]Furan-2-carboxamide ClC=1C=CC2=C(N=C(O2)C2CC3(CC(C3)NC(=O)C=3OC(=CC3)[S@](=O)(=N)C3CC3)C2)C1